2-(2-fluoro-6-(4-(piperidin-1-yl)-3-(1-(2,2,2-trifluoroethyl)-1H-indazole-3-carboxamido)benzamido)phenyl)acetic acid FC1=C(C(=CC=C1)NC(C1=CC(=C(C=C1)N1CCCCC1)NC(=O)C1=NN(C2=CC=CC=C12)CC(F)(F)F)=O)CC(=O)O